C(C1=CC=CC=C1)OC1=C(C=CC(=C1)NC(=O)OC(C)(C)C)CC(=O)OCC ethyl 2-(2-(benzyloxy)-4-((tert-butoxycarbonyl)amino)phenyl)acetate